P(=O)(O)(O)OC[C@@H]1[C@H]([C@H]([C@@](O1)(N1C(=O)N=C(N)C=C1)C)O)O methyl-cytidine monophosphate